N[C@H](C(=O)NC1(CC1)C#N)CC=1OC2=C(N1)C=C(C=C2)C(F)(F)F (S)-2-amino-N-(1-cyanocyclopropyl)-3-(5-(trifluoromethyl)benzo[d]oxazol-2-yl)propanamide